methyl-4-(4-methylpiperazin-1-yl)-N-(5-nitrothiazol-2-yl)benzamide CC1=C(C(=O)NC=2SC(=CN2)[N+](=O)[O-])C=CC(=C1)N1CCN(CC1)C